FC=1C=C(CCOC2=CC=C3C=CN(C3=C2)CCNC(CO)(CO)C)C=CC1 2-((2-(6-(3-fluorophenethoxy)-1H-indol-1-yl)ethyl)amino)-2-methylpropane-1,3-diol